pentacosafluorotetradecane FC(C(C(C(C(C(C(C(C(C(C(C(F)(F)F)(F)F)(F)F)(F)F)(F)F)(F)F)(F)F)(F)F)(F)F)(F)F)(F)F)(CC)F